C(C)(C)(C)C1=C(C(=CC(=C1)C)CC1=C(C(=CC(=C1)C)C(C)(C)C)O)OC(C1=CC=C(C(=O)OC2=C(C=C(C=C2CC2=C(C(=CC(=C2)C)C(C)(C)C)O)C)C(C)(C)C)C=C1)=O bis[2-t-butyl-4-methyl-6-(2-hydroxy-3-t-butyl-5-methylbenzyl)phenyl]terephthalate